5,7-dichloro-2-methyl-1,6-naphthyridin-3-ol ClC1=C2C=C(C(=NC2=CC(=N1)Cl)C)O